BrC=1C=C(C(=NC1)C=1CCN(CC1)C)N1C(C2=CC=CC=C2C1=O)=O 2-(5-bromo-1'-methyl-1',2',3',6'-tetrahydro-[2,4'-bipyridine]-3-yl)isoindoline-1,3-dione